ClC=1C(=CC2=C(C(=NO2)N)C1)OCC1CCCC1 5-chloro-6-(cyclopentylmethoxy)benzo[d]isoxazol-3-amine